N-((1r,3s)-3-aminocyclohexyl)benzamide hydrochloride Cl.N[C@@H]1C[C@@H](CCC1)NC(C1=CC=CC=C1)=O